1-[2-morpholinopropionamido](2e,4e,6e,8e,10e,12e,14e,16z,18e)-4,8,13,17-tetramethyleicosane O1CCN(CC1)C(C(=O)NCCCC(CCCC(CCCCC(CCCC(CCC)C)C)C)C)C